C(CCCCC)C(C(=O)OCCCCCCCCN(CCOC(NCCN(C)C)=O)CCCCCCCC\C=C/C\C=C/CCCCC)CCCCCCCC 2-methyl-10-((9Z,12Z)-octadeca-9,12-dien-1-yl)-6-oxo-7-oxa-2,5,10-triazaoctadecan-18-yl 2-hexyldecanoate